NCCOC1=C(CC=2C=C3C(=NNC3=CC2)NC2=NC(=NC(=C2)Cl)Cl)C=C(C=C1)Cl 5-(2-(2-aminoethoxy)-5-chlorobenzyl)-N-(2,6-dichloropyrimidin-4-yl)-1H-indazol-3-amine